5,8-dithiadiazecine N1=NC=CSC=CSC=C1